5-Cyano-N-(3-(furan-3-yl)-1H-pyrazolo[4,3-b]pyridin-5-yl)-3-methylpicolinamide C(#N)C=1C=C(C(=NC1)C(=O)NC1=CC=C2C(=N1)C(=NN2)C2=COC=C2)C